N1=C(C=C(C=C1)C(=O)OCC)C1=NC=CC(=C1)C(=O)[O-] Ethyl 2,2'-bipyridyl-4,4'-dicarboxylate